butyryl chloride C(CCC)(=O)Cl